3-((1-(4-methoxyphenyl)-1H-1,2,3-triazol-4-yl)methyl)-5-phenyl-1-oxa-5-azaspiro[5.5]undecane-7,10-diene-4,9-dione COC1=CC=C(C=C1)N1N=NC(=C1)CC1COC2(N(C1=O)C1=CC=CC=C1)C=CC(C=C2)=O